C(C)(C)(C)OC(=O)N1C(C=2C(CC1)=C(N(N2)C)C2=CC(=CC(=C2)C2(CC2)NS(=O)(=O)C)Cl)C 3-[3-chloro-5-[1-(methylsulfonylamino)cyclopropyl]phenyl]-2,7-dimethyl-5,7-dihydro-4H-pyrazolo[3,4-c]pyridine-6-carboxylic acid tert-butyl ester